2-Oxo-1-oxa-3,8-diaza-spiro[4.5]decane-8-carboxylic acid [4-methoxy-7-(tetrahydro-pyran-4-yl)-thiazolo[4,5-c]pyridin-2-yl]-amide COC1=NC=C(C2=C1N=C(S2)NC(=O)N2CCC1(CNC(O1)=O)CC2)C2CCOCC2